C1(CC1)N1C(=NC2=C1C=C(C(=C2)F)F)N2C=NC1=C2C=CC=C1 1'-Cyclopropyl-5',6'-difluoro-1'H-[1,2'-bibenzo[d]imidazol]